FC=1C=C(C=CC1)C#CC=1C=C2CCC(C2=CC1)N1CC(C1)(O)C 1-[5-[2-(3-fluorophenyl)ethynyl]indan-1-yl]-3-methyl-azetidin-3-ol